COC1=CC=C(CN(S(=O)(=O)C2=C(C=CC(=C2C2=NN=NN2CC2=CC=C(C=C2)OC)I)S(=O)(=O)N[C@@H](CNC(OC(C)(C)C)=O)C)CC2=CC=C(C=C2)OC)C=C1 tert-butyl (R)-(2-((2-(N,N-bis(4-methoxybenzyl)sulfamoyl)-4-iodo-3-(1-(4-methoxybenzyl)-1H-tetrazol-5-yl)phenyl)sulfonamido)propyl)carbamate